Bis(4-docosoxyphenyl)methanone C(CCCCCCCCCCCCCCCCCCCCC)OC1=CC=C(C=C1)C(=O)C1=CC=C(C=C1)OCCCCCCCCCCCCCCCCCCCCCC